O=C1NC(CC[C@@H]1N1CCC(C2=CC=CC=C12)C(=O)O)=O N-[(3S)-2,6-dioxo-3-piperidyl]-3,4-dihydro-2H-quinoline-4-carboxylic acid